N-(4-(azetidin-1-yl)but-2-enoyl)-N-methyl-L-alanine tert-butyl ester C(C)(C)(C)OC([C@@H](N(C)C(C=CCN1CCC1)=O)C)=O